C(C)(C)(C)OC(=O)N1[C@@H](CCC1)C=1C=C(C=C2CCN(CC12)C(C(C=1C=NC=CC1)O)=O)C=1C=C2C(=NC1)NC=C2C.[2H]C(Cl)(Cl)Cl deutero-chloroform tert-butyl-(2S)-2-(2-(2-hydroxy-2-(pyridin-3-yl)acetyl)-6-(3-Methyl-1H-pyrrolo[2,3-b]pyridin-5-yl)-1,2,3,4-tetrahydroisoquinolin-8-yl)pyrrolidine-1-carboxylate